((4-chloro-2-cyanobenzyl)amino)-1H-pyrrole-2-carboxylic acid ethyl ester C(C)OC(=O)C=1N(C=CC1)NCC1=C(C=C(C=C1)Cl)C#N